OP(O)OP(O)O.C(C)(C)(C1=CC=CC=C1)C1=C(C=CC(=C1)C(C)(C)C1=CC=CC=C1)C(O)(C(CO)(CO)CO)C1=C(C=C(C=C1)C(C)(C)C1=CC=CC=C1)C(C)(C)C1=CC=CC=C1 anti-bis(2,4-dicumylphenyl)pentaerythritol diphosphite